C(C)NC(CN1N=C(C=CC1=O)C=1C=NC(=CC1)NC)=O N-ethyl-2-(3-(6-(methylamino)pyridin-3-yl)-6-oxopyridazin-1(6H)-yl)acetamide